O=[13C]([13C](=O)O)[13CH]([13CH3])[13CH3] α-ketoisovaleric acid-13C5